NC1=NNC2=CC=C(C(=C12)F)C1=C(C=C(C=C1)S(=O)(=O)NC1CC(C1)(C(F)(F)F)O)C 4-(3-amino-4-fluoro-1H-indazol-5-yl)-N-((1s,3s)-3-hydroxy-3-(trifluoromethyl)cyclobutyl)-3-methylbenzenesulfonamide